C[Si](OC)(OC)C1=CC=CC2=CC=CC=C12 Methyl-(naphthyl)dimethoxysilane